ClC=1C=C(C=CC1)NC1=NC=C(C(=N1)NC1CCNCC1)C=1C=NN(C1)C N2-(3-chlorophenyl)-5-(1-methyl-1H-pyrazol-4-yl)-N4-(piperidin-4-yl)pyrimidine-2,4-diamine